N-(5-(6-(1-hydroxypropyl)-4-methylpyridin-3-yl)-8H-imidazo[4',5':3,4]benzo[1,2-d]thiazol-2-yl)cyclopropanecarboxamide OC(CC)C1=CC(=C(C=N1)C=1C2=C(C3=C(N=C(S3)NC(=O)C3CC3)C1)NC=N2)C